[Cl-].C1(=CC=CC=C1)C[P+](C1=CC=CC=C1)(C1=CC=CC=C1)C1=CC=CC=C1 phenylmethyltriphenylphosphonium chloride